3-hydroxy-2,2-dimethylbutanoic acid OC(C(C(=O)O)(C)C)C